(4R)-4-hydroxy-1-(oxetan-3-yl)pyrrolidin-2-one O[C@@H]1CC(N(C1)C1COC1)=O